2-Ethynyl-N-(4-(thiazol-5-yl)phenethyl)thiazole-4-carboxamide C(#C)C=1SC=C(N1)C(=O)NCCC1=CC=C(C=C1)C1=CN=CS1